BrC1=C(C(=CC(=C1)C(C(F)(F)F)(C(F)(F)F)F)I)NC(C1=C(C(=CC=C1)N(C(=O)C=1C=NC(=CC1)C(F)(F)F)O)F)=O N-(2-Bromo-4-(perfluoropropan-2-yl)-6-iodophenyl)-2-fluoro-3-((hydroxy)(6-trifluoromethylpyridine-3-carbonyl)amino)benzamide